FC=1C=C(C=C(C1)OCC(CCC)CCC)C(C)=O 1-(3-fluoro-5-((2-propylpentyl)oxy)phenyl)ethan-1-one